NC1=C(C=C(C(=O)O)C=C1)OC 4-amino-3-methoxybenzoic acid